C1(CC1)C1=NOC(=C1)C(=O)N 3-cyclopropyl-1,2-oxazole-5-carboxamide